ClC=1C=CC2=C(C[C@H](CC=3N2C(=NN3)[C@@H]3CC[C@H](CC3)OC3=NC=CC=C3)NC(=O)C3CC(C3)(F)F)C1 N-{(5R)-8-Chloro-1-[trans-4-(pyridin-2-yloxy)cyclohexyl]-5,6-dihydro-4H-[1,2,4]triazolo[4,3-a][1]benzazepin-5-yl}-3,3-difluorocyclobutancarboxamid